C(C#CCCCC)OC(CCC#N)OCC#CCCCC 4,4-bis(hept-2-yn-1-yloxy)butyronitrile